CC(=O)CCOC(=O)C The molecule is an acetate ester that is butyl acetate substituted by an oxo group at position 3. It has a role as a metabolite. It derives from a butyl acetate.